C(CCCCC)(=O)NC(=S)N Caproyl-thiourea